C1(CC1)NC(=O)C1=CN=C2N1N=C(C=C2N(C)CC2=CC=C(C=C2)OC)NC2=CC(=CC=C2)C=O N-cyclopropyl-6-[(3-formylphenyl)amino]-8-{[(4-methoxyphenyl)methyl](methyl)amino}imidazo[1,2-b]pyridazine-3-carboxamide